ethyl-(hydroxybenzyl)dimethoxysilane C(C)[Si](OC)(OC)C(C1=CC=CC=C1)O